NC1=CC2=CN(N=C2C=C1C(=C)C)C1CCC(CC1)N1CCN(CC1)C(=O)OC(C)(C)C tert-butyl 4-((1r,4r)-4-(5-amino-6-(prop-1-en-2-yl)-2H-indazol-2-yl)cyclohexyl)piperazine-1-carboxylate